ClCC(C)(C)Cl 1,2-dichloroisobutane